O=C1N(CC2=CC(=CC=C12)C=1C=NOC1C1=CC=CC=C1)C1C(NC(CC1)=O)=O 3-(1-Oxo-5-(5-phenylisoxazol-4-yl)isoindolin-2-yl)piperidine-2,6-dione